ClC1=C(OC2CCC(CC2)C(=O)O)C=CC=C1C=1N(C2=NC=NC(=C2N1)OC1(CC1)C)CC1=C(C=CC(=C1)Cl)OC (racemic)-(1r,4r)-4-(2-chloro-3-(9-(5-chloro-2-methoxybenzyl)-6-(1-methylcyclopropoxy)-9H-purin-8-yl)phenoxy)cyclohexane-1-carboxylic acid